OC(=CC(C)=O)C=CC1=CC=C(C=C1)O 4-hydroxy-6-(4-hydroxyphenyl)hexa-3,5-dien-2-one